trivinyl-glycerol C(=C)C(C(O)(C=C)C=C)(O)CO